FC=1C(=NC=CC1)C(CNC1=NC=C(C=N1)C1=NC=CC(=N1)C(=O)N)(C)C 2-(2-{[2-(3-fluoro(2-pyridyl))-2-methylpropyl]amino}pyrimidin-5-yl)pyrimidine-4-carboxamide